NC1=NN(C2=NC(=CC=C21)C=2COCC2)C(=O)C2=C(C=CC=C2)OC [3-amino-6-(2,5-dihydrofuran-3-yl)pyrazolo[3,4-b]pyridin-1-yl]-(2-methoxyphenyl)methanone